C(#C)C1=CC(=C(C=C1)NC1=C(C=2C(=NC=CC2)S1)C(=O)NOCCOC=C)F 2-((4-ethynyl-2-fluorophenyl)amino)-N-(2-(vinyloxy)ethoxy)thieno[2,3-b]pyridine-3-carboxamide